N-[trans-4-(2-hydroxypropan-2-yl)cyclohexyl]-4-(6-methyl-1H-pyrrolo[3,2-c]pyridin-4-yl)benzamide OC(C)(C)[C@@H]1CC[C@H](CC1)NC(C1=CC=C(C=C1)C1=NC(=CC2=C1C=CN2)C)=O